C1(=CC=CC=C1)P(C1=C([CH-]C=C1)[C@@H](C1=CC=CC=C1)OC)C1=CC=CC=C1.[CH-]1C=CC=C1.[Fe+2] 3-(diphenylphosphino)-2-[(R)-methoxyphenylmethyl]-(3S)-ferrocene